C(C)N1CC(CC1=O)C(=O)NC(C)C1=CC=C(C=C1)NC1=CC=C(C=C1)N1CCC(CC1)C 1-Ethyl-N-(1-(4-((4-(4-methylpiperidin-1-yl)phenyl)amino)phenyl)ethyl)-5-oxopyrrolidine-3-carboxamide